5-{5-[1-(2,2-difluoroethyl)piperidin-4-yl]pyridin-2-yl}-1-methylpyrrolidine-3-carboxylic acid methyl ester COC(=O)C1CN(C(C1)C1=NC=C(C=C1)C1CCN(CC1)CC(F)F)C